(S)-1-((2-(2-fluorophenyl)benzofuran-5-yl)methyl)azetidine-2-carboxamide FC1=C(C=CC=C1)C=1OC2=C(C1)C=C(C=C2)CN2[C@@H](CC2)C(=O)N